C(=O)O.C(C)N(C(C1=C(C=CC(=C1)F)OC1=C(N=CN=N1)N1CC2(CN(C2)C(CCNCC)C(C)C)CC1)=O)C(C)C N-ethyl-2-((5-(2-(1-(ethylamino)-4-methylpent-3-yl)-2,6-diazaspiro[3.4]oct-6-yl)-1,2,4-triazin-6-yl)oxy)-5-fluoro-N-isopropylbenzamide formate